CC=1C=CN2C1C(=NC=C2)N2C[C@H](CC2)NC(=O)C=2N=C(OC2)C2=CC=CC=C2 N-[(3S)-1-(8-methylpyrrolo[1,2-a]pyrazin-1-yl)pyrrolidin-3-yl]-2-phenyl-oxazole-4-carboxamide